(S)-N-(4-(3-(2-cyclobutylpyridin-4-yl)phenyl)thiazol-2-yl)-1-(5-methyl-1-(methylsulfonyl)-1H-pyrrole-3-carbonyl)azetidine-2-carboxamide C1(CCC1)C1=NC=CC(=C1)C=1C=C(C=CC1)C=1N=C(SC1)NC(=O)[C@H]1N(CC1)C(=O)C1=CN(C(=C1)C)S(=O)(=O)C